N-Methyl-5-(4-((4-((5-(trifluoromethyl)pyridin-2-yl)amino)piperidin-1-yl)sulfonyl)phenyl)-1H-pyrazolo[3,4-b]pyridin-3-amine CNC1=NNC2=NC=C(C=C21)C2=CC=C(C=C2)S(=O)(=O)N2CCC(CC2)NC2=NC=C(C=C2)C(F)(F)F